C1(=CC=CC=C1)C=1N=CC(=NC1C1=CC=CC=C1)N(CCCCOCC(=O)[O-])C(C)C 2-[4-[(5,6-diphenylpyrazin-2-yl)-isopropyl-amino]butoxy]acetate